N-(3-(Benzo[b]thiophene-2-carboxamido)-4-methylphenyl)-3,4-dihydro-2H-benzo[b][1,4]dioxepine-7-carboxamide S1C2=C(C=C1C(=O)NC=1C=C(C=CC1C)NC(=O)C1=CC3=C(OCCCO3)C=C1)C=CC=C2